C1(CCC1)N1C=C(C2=CC(=C(C=C12)C1=C(C=C(C=C1)F)C(F)(F)F)F)[C@@H](C(F)F)NS(=O)(=O)C1CC1 (S)-N-(1-(1-cyclobutyl-5-fluoro-6-(4-fluoro-2-(trifluoromethyl)phenyl)-1H-indol-3-yl)-2,2-difluoroethyl)cyclopropanesulfonamide